acetic acid (2R,3R,4R,5S,6S)-3,4,5-triacetoxy-6-[4-chloro-3-(4-hydroxy-benzyl)-phenyl]-tetrahydro-pyran-2-ylmethyl ester C(C)(=O)O[C@@H]1[C@H](O[C@H]([C@@H]([C@H]1OC(C)=O)OC(C)=O)C1=CC(=C(C=C1)Cl)CC1=CC=C(C=C1)O)COC(C)=O